CC(C)([C@@H](C(=O)O)N)S (+)-penicillamine